C12(CCC(CC1)C2)N (S)-norbornanamine